2,2,2-trifluoroethyl (3-(3,3-difluorocyclobutyl)-1-methyl-4-phenyl-1H-pyrazol-5-yl)carbamate FC1(CC(C1)C1=NN(C(=C1C1=CC=CC=C1)NC(OCC(F)(F)F)=O)C)F